tetramethyl-piperidinium CC1([N+](CCCC1)(C)C)C